[Al].[Y].[Yb] ytterbium Yttrium aluminum